5-(5-Chloro-2-isopropyl-4-methoxy-phenoxy)-N2-isopropyl-pyrimidine-2,4-diamine ClC=1C(=CC(=C(OC=2C(=NC(=NC2)NC(C)C)N)C1)C(C)C)OC